N-(3-Cyano-4-methyl-1H-indol-7-yl)-1-methyl-pyrazol-4-sulfonamid C(#N)C1=CNC2=C(C=CC(=C12)C)NS(=O)(=O)C=1C=NN(C1)C